tert-butyl (3-(((4-(5-(1,1-difluoroethyl) pyridin-2-yl)bicyclo[2.2.2]octan-1-yl)methyl)amino)phenyl)carbamate FC(C)(F)C=1C=CC(=NC1)C12CCC(CC1)(CC2)CNC=2C=C(C=CC2)NC(OC(C)(C)C)=O